5-(butylimino)-1,5-dideoxy-D-glucitol C(CCC)N=C([C@H]([C@@H]([C@H](C)O)O)O)CO